5-(3-cyclopropyl-1-((R)-1,1-dimethylethylsulfinamido)-1-(pyridin-4-yl) propyl)-2-fluorophenyl carbamate C(N)(OC1=C(C=CC(=C1)C(CCC1CC1)(C1=CC=NC=C1)N[S@](=O)C(C)(C)C)F)=O